2-([2,2'-bipyrimidin]-4-yl)-5,7-difluoro-3,4-dihydroisoquinolin-1(2H)-one N1=C(N=C(C=C1)N1C(C2=CC(=CC(=C2CC1)F)F)=O)C1=NC=CC=N1